N1=C(C=CC=C1)CCSC[C@@H]([C@@H](CSCCC1=NC=CC=C1)O)O (2R,3S)-1,4-bis[2-(2-pyridyl)-ethylsulfanyl]butane-2,3-diol